CN(CCN(C1=C(C=C(C=C1)C1=C(OC=2N=CN=C(C21)N[C@H]2[C@@H](CCC2)O)C2=CC=CC=C2)NC(C=C)=O)C)C N-(2-{[2-(Dimethylamino)ethyl](methyl)amino}-5-{4-[((1R,2R)-2-hydroxycyclopentyl)amino]-6-phenylfuro[2,3-d]pyrimidin-5-yl}phenyl)prop-2-enamide